C(C)(CCCCCC)O secondary-octanol